S(N)(=O)(=O)C1=CC=C(CCNC(CC)=O)C=C1 N-(4-sulfamoylphenethyl)propanamide